CN(C1CCC1)C 3-(dimethylamino)cyclobutane